CN(C1=C(C=CC=C1)C#CC(/C=C/C1=CC=CC=C1)=O)C1=CC=CC=C1 (E)-5-(2-(methyl-(phenyl)amino)phenyl)-1-phenylpent-1-en-4-yn-3-one